C(C)N(CCN(C1=CC(=C(C=C1)OC)OC)C1=C(C=CC2=CC=CC=C12)O)CC ((2-(diethylamino)ethyl)(3,4-dimethoxyphenyl)amino)naphthalene-2-ol